C(#N)C1=CC=C(C=C1)C=1N=C2C(=NC1)N=C(S2)NC(=O)C2=NC=NC=C2C2=C(C=CC=C2)OC N-(6-(4-cyanophenyl)thiazolo[4,5-b]pyrazin-2-yl)-5-(2-methoxyphenyl)pyrimidine-4-carboxamide